(3-(5-methyl-1-((2-(trimethylsilyl)ethoxy)methyl)-1H-imidazol-2-yl)phenyl)boronic acid CC1=CN=C(N1COCC[Si](C)(C)C)C=1C=C(C=CC1)B(O)O